1-[(3S,4R)-4-hydroxyoxolan-3-yl]-4-methyl-3-{3-methyl-5-[4-(trifluoromethyl)phenoxy]phenyl}-1H,4H,5H-pyrrolo[3,2-b]pyridin-5-one O[C@@H]1[C@H](COC1)N1C=C(C=2N(C(C=CC21)=O)C)C2=CC(=CC(=C2)OC2=CC=C(C=C2)C(F)(F)F)C